O=C1N2N(C([C@H](C3=C1C=CC=C3)NC(=O)[C@@H](CNC(=O)C3=C(N=CS3)C(F)(F)F)CC)=O)CC3(CC3)C2 N-((R)-2-(((S)-5,11-Dioxo-10,11-dihydro-1H,3H,5H-spiro[benzo[d]pyrazolo[1,2-a][1,2]diazepine-2,1'-cyclopropan]-10-yl)carbamoyl)butyl)-4-(trifluoromethyl)thiazole-5-carboxamide